C(C)(C)(C)C1=C(C=C(C=N1)C=1N=C2SCC(CN2C(C1C#N)=O)COCOC)F 8-(6-tert-butyl-5-fluoropyridin-3-yl)-3-[(methoxymethoxy)methyl]-6-oxo-2H,3H,4H,6H-pyrimido[2,1-b][1,3]thiazine-7-carbonitrile